CC1=CNC2=NC=C(C=C21)C=2C=C1CCN(CC1=C(C2)[C@H]2NCCC2)CC(F)(F)F (S)-6-(3-methyl-1H-pyrrolo[2,3-b]pyridin-5-yl)-8-(pyrrolidin-2-yl)-2-(2,2,2-trifluoroethyl)-1,2,3,4-tetrahydroisoquinoline